OC(CNC(=O)NC=1C=C2C=C(C(=NC2=CC1)C(F)(F)F)C1=CC=CC=C1)CC 1-(2-hydroxybutyl)-3-(3-phenyl-2-(trifluoromethyl)quinolin-6-yl)urea